ClC1=NC=C(C(=C1)C1=CCN(C(=C1)C)C=1SC2=C(N1)CN(C2)C(=O)C2CN(CC2)CC(F)(F)F)OC 2'-Chloro-5'-methoxy-6-methyl-N-(5-(1-(2,2,2-tri-fluoroethyl)pyrrolidine-3-carbonyl)-5,6-dihydro-4H-pyrrolo[3,4-d]thiazol-2-yl)-[4,4'-bipyridine]